(S)-(+)-1-(2-aminopropyl)-8,9-dihydropyrano[3,2-e]indole N[C@H](CC1=CNC=2C=CC3=C(C12)CCCO3)C